(R)-2-((1-(2-(5,6-dihydroimidazo[1,2-a]pyrazin-7(8H)-yl)-3,7-dimethyl-4-oxo-4H-pyrido[1,2-a]pyrimidin-9-yl)ethyl)amino)benzoic acid N=1C=CN2C1CN(CC2)C=2N=C1N(C(C2C)=O)C=C(C=C1[C@@H](C)NC1=C(C(=O)O)C=CC=C1)C